O1C(CCCC1)OCCCOCCCO 3-(3-((tetrahydro-2H-pyran-2-yl)oxy)propoxy)propan-1-ol